FC1(CN(C1)C/C=C/C(=O)OC(C)(C)C)F tert-butyl (E)-4-(3,3-difluoroazetidin-1-yl)but-2-enoate